8-bromoimidazo[1,2-a]pyridine-2-carboxylic acid ethyl ester C(C)OC(=O)C=1N=C2N(C=CC=C2Br)C1